C(C)(C)(C)OC(=O)N1[C@H]2CN(C[C@@H]1CC2)C2=NC(=NC1=NC(=NC=C12)SC)Cl (1R,5S)-3-(2-chloro-7-(methylthio)pyrimido[4,5-d]pyrimidin-4-yl)-3,8-diazabicyclo[3.2.1]Octane-8-carboxylic acid tert-butyl ester